CC(=O)N[C@@H]1[C@H]([C@@H]([C@H](O[C@@H]1O[C@@H]2[C@H]([C@@H]([C@H](O[C@@H]2O[C@@H]3[C@H]([C@H]([C@H](O[C@@H]3O[C@H]4[C@@H]([C@H](OC([C@@H]4O)O[C@@H]5[C@@H]([C@H](O[C@@H](C5OP(=O)(O)O)[C@H](COC6[C@H]([C@H]([C@@H]([C@H](O6)[C@H](CO)O)O)O)O)O)O[C@@H]7[C@@H]([C@H](O[C@@H]([C@H]7OP(=O)(O)OP(=O)(O)OCCN)[C@H](CO)O)O[C@@H]8[C@@H](C[C@@](O[C@@H]8[C@@H](CO)O)(C(=O)O)O)O)O)O)CO[C@@H]9[C@@H]([C@H]([C@H]([C@H](O9)CO)O)O)O)O)CO)O)O)CO)O)O)CO)O)O The molecule is a branched oligosaccharide derivative consisting of nine residues corresponding to the core region of Salmonella lipopolysaccharide molecules and used as a model compound in investigations on the conjugation of the O-antigen to the CRM197 carrier protein. (It should be noted that the site and degree of phosphorylation of the Hep(III) residue are uncertain, while for the PPEtN group the percentage substitution can vary according to the strain of origin and the growth conditions.)